(1s,3s)-3-((6-(4-(aminomethyl)-3-methylisoxazol-5-yl)pyridin-3-yl)oxy)cyclohexane-1-carboxylic acid isopropyl ester C(C)(C)OC(=O)[C@@H]1C[C@H](CCC1)OC=1C=NC(=CC1)C1=C(C(=NO1)C)CN